Palmitic Acid Barium [Ba].C(CCCCCCCCCCCCCCC)(=O)O